FC=1C=C2C(CN(C2=CC1F)C(=O)OC(C)(C)C)C(=O)OC 1-(tert-butyl) 3-methyl 5,6-difluoroindoline-1,3-dicarboxylate